CC1(OB(OC1(C)C)C=1C=NC(=NC1)OCCN1CCOCC1)C 4-(2-((5-(4,4,5,5-tetramethyl-1,3,2-dioxaborolan-2-yl)pyrimidin-2-yl)oxy)ethyl)morpholine